(naphthalen-2-ylsulfanyl)phosphine C1=C(C=CC2=CC=CC=C12)SP